7-(3,5-dimethylpiperidin-4-yl)-2-(2,6-dioxopiperidin-3-yl)-4,5-difluoroisoindoline-1,3-dione CC1CNCC(C1C=1C=C(C(=C2C(N(C(C12)=O)C1C(NC(CC1)=O)=O)=O)F)F)C